N1C=CC2=CC=C(C=C12)C(=O)N1CCN(CC1)C(=O)C=1NC2=C(C=CC(=C2C1)OC)OC (4-(1H-indole-6-carbonyl)piperazin-1-yl)(4,7-dimethoxy-1H-indol-2-yl)methanone